hexamethoxyluteolin COC1=C(C(=C(C(=C1C=1OC=2C(=C(C(=C(C2C(C1OC)=O)O)OC)O)OC)OC)O)O)OC